(2S)-2-amino-N-(5-(1-(5,5-difluoro-2-oxopiperidin-1-yl)-2-((2R,5S)-2,5-dimethylmorpholino)ethyl)thiazol-2-yl)-2-((1r,4S)-4-methylcyclohexyl)acetamide N[C@H](C(=O)NC=1SC(=CN1)C(CN1C[C@H](OC[C@@H]1C)C)N1C(CCC(C1)(F)F)=O)C1CCC(CC1)C